ClC=1C=CC(=NC1)CC1CC2(CNC2)C1 6-[(5-chloro-2-pyridyl)methyl]-2-azaspiro[3.3]heptane